2-OXAZOLINE O1C=NCC1